ClC1=NC(=CC(=N1)C(=O)[O-])Cl 2,6-Dichloropyrimidine-4-carboxylate